COC1=C2CN(C(C2=CC=C1N1CCNCC1)=O)C1C(NC(CC1)=O)=O 3-(4-methoxy-1-oxo-5-(piperazin-1-yl)isoindolin-2-yl)piperidine-2,6-dione